(R)-1-(dimethylamino)-3-mercaptopropan-2-ol CN(C[C@H](CS)O)C